NC1=C(C=2NC=3C=CC=CC3C2C(=N1)C)C 3-Amino-1,4-dimethyl-5H-pyrido[4,3-b]indole